6-(cyclopropanecarboxamido)-N-(methyl-d3)-4-((6-methyl-5,6-dihydrobenzo[h][1,6]naphthyridin-7-yl)amino)nicotinamide C1(CC1)C(=O)NC1=NC=C(C(=O)NC([2H])([2H])[2H])C(=C1)NC1=CC=CC2=C1N(CC=1C=CC=NC21)C